[(ethynylcyclopropyl)amino]methanoic acid-2-methylpropan-2-yl ester CC(C)(C)OC(=O)NC1(CC1)C#C